1-[3,4-dihydroxy-5-(hydroxymethyl)oxolan-2-yl]pyridine OC1C(OC(C1O)CO)N1CC=CC=C1